CC1CC(CCC1)OCC=1C=C(C=CC1)NC(=O)C1=CNC(C=C1)=O 1,6-dihydro-N-[3-[[(3-methylcyclohexyl)oxy]methyl]phenyl]-6-oxo-3-pyridinecarboxamide